FC1=C(C=C(C(=C1)C)F)[C@H]1[C@H](C2=CC=C(C=C2C(C1)(F)F)O)C1=CC=C(C=C1)N1CCC(CC1)C=O 1-[4-[(1S,2R)-2-(2,5-difluoro-4-methyl-phenyl)-4,4-difluoro-6-hydroxy-tetralin-1-yl]phenyl]piperidine-4-carbaldehyde